IC1CN(C1)C(=O)[O-] 3-Iodoazetidine-1-carboxylate